FC=1C=C2C(=C(C=NC2=CC1)C(=O)N1CCN(CC1)S(=O)(=O)C)N1CCC(CC1)(C1=CC=CC=C1)C(C)=O 1-(1-(6-Fluoro-3-(4-(methylsulfonyl)piperazine-1-carbonyl)quinolin-4-yl)-4-phenylpiperidin-4-yl)ethanone